ClC=1C=C(C=CC1)C=1C=C(C(=NC1)C(=O)NCC(=O)O)OC {[5-(3-chlorophenyl)-3-methoxypyridine-2-carbonyl]amino}acetic acid